tert-butyl (7-fluorochroman-4-yl)carbamate FC1=CC=C2C(CCOC2=C1)NC(OC(C)(C)C)=O